ethyl 8'-(trifluoromethyl)-1',5'-dihydrospiro[cyclobutane-1,4'-furo[2,3-g]indazole]-7'-carboxylate FC(C1=C(OC=2CC3(C=4C=NNC4C21)CCC3)C(=O)OCC)(F)F